FC(OC1=C(C(=O)N[C@H]2[C@H](C2)F)C(=CC(=C1)C=1C=NN2C1C=CC(=C2)C(C)(C)NCCO)OC)F 2-(Difluoromethoxy)-N-[(1R,2S)-2-fluorocyclopropyl]-4-[6-[1-(2-hydroxyethylamino)-1-methyl-ethyl]pyrazolo[1,5-a]pyridin-3-yl]-6-methoxy-benzamide